CN(C1CN(CC1)C(=O)C=1C=C2C(=NNC2=CC1)C#CC1=C(C=CC=C1)N1CCOCC1)C (3-(dimethylamino)pyrrolidin-1-yl)(3-((2-morpholinophenyl)ethynyl)-1H-indazol-5-yl)methanone